C(C)OC1=C(SC2=NC=C(C(=C21)C)C(=O)NCC2=CC(=CC=C2)F)C(F)(F)F Ethoxy-N-[(3-fluorophenyl)-methyl]-4-methyl-2-(trifluoromethyl)-thieno[2,3-b]pyridine-5-carboxylic acid amide